C1NCC12C(CC2)N 2-azaspiro[3.3]heptan-5-amine